N-methyl-N-methoxypropyl-pyrrolidinium tetrafluoroborate F[B-](F)(F)F.C[N+]1(CCCC1)CCCOC